CN1CC(C1)(C)[C@@](C=1C=C(C=NC1)C1CC(CC1)(O)C(C)C)(C1=CC=C(C=C1)C(C)C)O 3-{5-[(R)-(1,3-Dimethyl-azetidin-3-yl)-hydroxy-(4-isopropyl-phenyl)-methyl]-pyridin-3-yl}-1-isopropyl-cyclopentanol